COC1=NC=C(C=N1)C=1C=CC(=NC1)N(C(OCC1=NC=CC=C1)=O)[C@@H]1CC[C@H](CC1)NC1=NC=C(C(=N1)OC1COC1)C(F)(F)F pyridin-2-ylmethyl (5-(2-methoxypyrimidin-5-yl)pyridin-2-yl)(trans-4-((4-(oxetan-3-yloxy)-5-(trifluoromethyl)pyrimidin-2-yl)amino)cyclohexyl)carbamate